N-(4-isopropylphenyl)aniline C(C)(C)C1=CC=C(C=C1)NC1=CC=CC=C1